FC(C(=O)O)(F)F.CN1N=NC2=C1C=CC(=C2C)C(CC(=O)O)C2=CC(=C(C=C2)C)CN2C(=NC=C2)CN2CCCCC2 3-(1,4-dimethyl-1H-benzo[d][1,2,3]triazol-5-yl)-3-(4-methyl-3-((2-(piperidin-1-ylmethyl)-1H-imidazol-1-yl)methyl)phenyl)propanoic acid, trifluoroacetic acid salt